IC1=CC=2C(=NC=C(C2)C2CC(CC2)O)N1COCC[Si](C)(C)C 3-(2-iodo-1-(2-trimethylsilylethoxymethyl)pyrrolo[2,3-b]pyridin-5-yl)cyclopentanol